tert-butyl 3-[(2-fluoro-4-iodo-3-pyridyl)-hydroxy-methyl]azetidine-1-carboxylate FC1=NC=CC(=C1C(C1CN(C1)C(=O)OC(C)(C)C)O)I